ClC1=CC=C2C=C(NC2=C1)C=1C(=C(C=CC1)C1=CC=CC=C1)O 6-Chloro-2-(2-Hydroxy-Biphenyl-3-Yl)-1h-Indole